O=C1NC2=NC=C(C=C2CC12CN(C2)C(=O)OC(C)(C)C)\C=C\C(N2CC=C(CC2)CC=2SC=CN2)=O (E)-tert-butyl 2'-oxo-6'-(3-oxo-3-(4-(thiazol-2-ylmethyl)-5,6-dihydropyridin-1(2H)-yl)prop-1-en-1-yl)-2',4'-dihydro-1'H-spiro[azetidine-3,3'-[1,8]naphthyridine]-1-carboxylate